4-methylpiperidinyldithiocarbamate CC1CCN(CC1)NC([S-])=S